CS(=O)(=O)C1=NC=C(C(=N1)NC12CC(C1)(C2)O)C(F)(F)F 3-[[2-methylsulfonyl-5-(trifluoromethyl)pyrimidin-4-yl]amino]bicyclo[1.1.1]pentan-1-ol